Tetrakis(2,4-di-tert-butylphenyl)[1,1-biphenyl]-4,4'-diylbisphosphonite C(C)(C)(C)C1=C(C=CC(=C1)C(C)(C)C)OP(OC1=C(C=C(C=C1)C(C)(C)C)C(C)(C)C)C1=CC=C(C=C1)C1=CC=C(C=C1)P(OC1=C(C=C(C=C1)C(C)(C)C)C(C)(C)C)OC1=C(C=C(C=C1)C(C)(C)C)C(C)(C)C